C(C)(C)(C)C=1C(=C(C=CC1)O)OC tert-Butyl-methoxyphenol